ethyl 2-(6-aminopyridin-2-yl)-2-methylpropionate NC1=CC=CC(=N1)C(C(=O)OCC)(C)C